COC=1C=CC2=C(C1)S(CC1=C2N(N=C1C=O)C1=CC=C(C=C1)CN1CCOCC1)(=O)=O (7-methoxy-1-(4-(morpholinylmethyl)phenyl)-5,5-dioxo-1,4-dihydrothiochromeno[4,3-c]pyrazol-3-yl)methanone